ClOC(C(F)(F)Cl)(F)F dichlorotetrafluoroethanol